CCCCC/C=C\\C[C@H]1[C@@H](O1)[C@@H](/C=C\\C/C=C\\CCCC(=O)[O-])O The molecule is an epoxy(hydroxy)icosatrienoate that is the conjugate base of (10R)-hydroxy-(11S,12S)-epoxyicosa-(5Z,8Z,14Z)-trienoic acid, obtained by deprotonation of the carboxy group. It is a conjugate base of a (10R)-hydroxy-(11S,12S)-epoxyicosa-(5Z,8Z,14Z)-trienoic acid.